OCC=1C(CN(CC1)C(=O)OC(C)(C)C)C tert-butyl 4-(hydroxymethyl)-3-methyl-3,6-dihydropyridine-1(2H)-carboxylate